C(C)(C)(C)OC(=O)N1C(C(C2=CC=C(C=C12)C#CC1=NC=CC2=CN=C(C=C12)Cl)(C)C)=O tert-butyl-6-((7-chloro-2,6-naphthyridin-1-yl)ethynyl)-3,3-dimethyl-2-oxoindoline-1-carboxylate